Aluminum(III) triisopropoxide CC([O-])C.CC([O-])C.CC([O-])C.[Al+3]